C(C)OC=1C=C2C(=CC(NC2=CC1)(C)C)C 1,2-dihydro-6-ethoxy-2,2,4-trimethylquinoline